2-amino-5-(4-((1S,5R)-3-(2,2-difluoropropyl)-3-azabicyclo[3.1.0]hex-1-yl)phenyl)-N-((1R,4S)-4-hydroxycyclohexyl)nicotinamide NC1=C(C(=O)NC2CCC(CC2)O)C=C(C=N1)C1=CC=C(C=C1)[C@]12CN(C[C@@H]2C1)CC(C)(F)F